C(#N)CC(=O)N1C[C@@H](CCC1)NC1=C2C(=NC=C1C(=O)O)NC=C2 (R)-4-((1-(2-cyanoacetyl)piperidin-3-yl)amino)-1H-pyrrolo[2,3-b]pyridine-5-carboxylic acid